COC=1C=C(C=C(C1OC)OC)C1=NC=NC=C1C1=CC=C(C=C1)B(O)O (4-(4-(3,4,5-trimethoxyphenyl)pyrimidin-5-yl)phenyl)boronic acid